3-[6-[(1S)-1-(2,2-difluoro-1,3-benzodioxol-5-yl)ethoxy]-2-pyridyl]-1-(2,2,2-trifluoroethyl)-6,7-dihydro-5H-indazol-4-one FC1(OC2=C(O1)C=CC(=C2)[C@H](C)OC2=CC=CC(=N2)C2=NN(C=1CCCC(C21)=O)CC(F)(F)F)F